N-(2-chloropyridin-4-yl)-2-[5,5-dioxido-9-(trifluoromethyl)-6H-dibenzo[c,e][1,2]thiazin-6-yl]acetamide ClC1=NC=CC(=C1)NC(CN1S(C2=C(C3=C1C=CC(=C3)C(F)(F)F)C=CC=C2)(=O)=O)=O